CN(C1=CC=C(C=C1)C(C1=CC=CC=C1)C1=C(C=C(C=C1)[N+](=O)[O-])O)C (4-dimethylaminophenyl)(2-hydroxy-4-nitrophenyl)(phenyl)methane